1-(3-(4-amino-7-chloro-3-((3,5-difluoro-2,6-dimethoxypyridin-4-yl)ethynyl)-1H-pyrazolo[4,3-c]pyridin-1-yl)pyrrolidin-1-yl)-4-(dimethylamino)but-2-en-1-one NC1=NC=C(C2=C1C(=NN2C2CN(CC2)C(C=CCN(C)C)=O)C#CC2=C(C(=NC(=C2F)OC)OC)F)Cl